S1C=NC(=C1)C=1NC2=C(N1)C=CC=C2 2-(thiazol-4-yl)benzimidazole